(R)-2-(4-(1-(pyrrolidin-3-yl)-1H-1,2,3-triazol-4-yl)phenyl)-1H-benzo[d]imidazole-4-carboxamide dihydrochloride Cl.Cl.N1C[C@@H](CC1)N1N=NC(=C1)C1=CC=C(C=C1)C1=NC2=C(N1)C=CC=C2C(=O)N